N-(3-(3-chloro-4-methylphenyl)-1H-pyrazol-4-yl)pyrazolo[1,5-a]pyrimidine-3-carboxamide ClC=1C=C(C=CC1C)C1=NNC=C1NC(=O)C=1C=NN2C1N=CC=C2